bis(trimethylsilyl) methylphosphite CP(O[Si](C)(C)C)(O[Si](C)(C)C)[O-]